[N+](=O)([O-])C1=CC=C(C=C1)C(C(=O)O)=NNC1=CC=C(C=C1)OC(F)(F)F 2-(4-nitrophenyl)-2-[[4-(trifluoromethoxy)phenyl]hydrazono]acetic acid